3-[(piperidin-4-yl)methoxy]-2-(trifluoromethyl)pyridinium N1CCC(CC1)COC=1C(=[NH+]C=CC1)C(F)(F)F